C1(=CC=CC=C1)N1C(OC(C1)CO)=O PHENYL-5-HYDROXYMETHYL-2-OXAZOLIDINON